3-(2,4-difluorophenyl)-3-hydroxy-N-(1-(2-((2,2,2-trifluoroethyl)amino)pyrimidin-4-yl)cyclopropyl)butanamide FC1=C(C=CC(=C1)F)C(CC(=O)NC1(CC1)C1=NC(=NC=C1)NCC(F)(F)F)(C)O